(6R,8R)-4-chloro-3-cyano-7,7-dimethyl-5,6,7,8-tetrahydro-6,8-methanoquinolin-2-yl trifluoromethanesulfonate FC(S(=O)(=O)OC1=NC=2[C@H]3C([C@@H](CC2C(=C1C#N)Cl)C3)(C)C)(F)F